C(CCCCCCCCCCCCCCCCCCC)(=O)O.CCCCCCCCCCCCCCCCCCCCC heneicosane arachidate